CC1=CC=C(C=C1)NC(=O)C1(CC1)C(=O)N N'-(4-methylphenyl)-1,1-cyclopropanedicarboxamide